ClC1=NC=2C=NC(=NC2N(C1=O)C1=CC=C(C=C1)OC(F)F)NCC1CC1 6-chloro-2-((cyclopropylmethyl)amino)-8-(4-(difluoromethoxy)phenyl)pteridin-7(8H)-one